P(=O)(O)(O)O.O=C1C(O)=C(O)[C@H](O1)[C@@H](O)CO L-ascorbic acid-phosphate salt